3-(3-tert-butyl-5-(3,5-di-tert-butyl-4-hydroxybenzyl)-4-hydroxyphenyl)propionate C(C)(C)(C)C=1C=C(C=C(C1O)CC1=CC(=C(C(=C1)C(C)(C)C)O)C(C)(C)C)CCC(=O)[O-]